C(=O)(C=C)NC1=NC(=NC(=N1)N)N acryl-melamine